7-Amino-4-Chloromethylcumarin NC1=CC=C2C(=CC(OC2=C1)=O)CCl